N-(5-chloro-2-(2-methoxyethoxy)phenyl)-1-hydroxy-1H-benzo[d][1,2,3]triazole-6-carboxamide ClC=1C=CC(=C(C1)NC(=O)C=1C=CC2=C(N(N=N2)O)C1)OCCOC